ethyl glycinate-HCl Cl.NCC(=O)OCC